C(#N)C=1C=NC=C(C(=O)O)C1 5-cyanonicotinic acid